FC(C(C(C(S(=O)(=O)[O-])(F)F)(F)F)(F)F)(F)F.C1(=CC=CC=C1)[I+]C1=CC=CC=C1 diphenyliodonium nonafluoronormal butanesulfonate